methanesulfonic acid [2H3]Methyl ester C([2H])([2H])([2H])OS(=O)(=O)C